C(C)(C)(C)OC(=O)N(C1=NN(C2=CC(=CC=C12)[N+](=O)[O-])C(=O)OC(C)(C)C)C(=O)OC(C)(C)C tert-butyl 3-[bis(tert-butoxycarbonyl) amino]-6-nitro-indazole-1-carboxylate